6-[6-[(2S,6R)-2,6-dimethylpiperazin-1-yl]pyridin-3-yl]pyrazolo[1,5-a]pyrimidin C[C@@H]1N([C@@H](CNC1)C)C1=CC=C(C=N1)C=1C=NC=2N(C1)N=CC2